COCCOC=1C=C2C(=NC=NC2=CC1OCCOC)N(C1=CC(=CC=C1)C#C)CC1=CC=C(C=C1)NC(=O)N[C@@H](CCC(=O)OC(C)(C)C)C(=O)OC(C)(C)C di-tert-butyl ((4-(((6,7-bis(2-methoxyethoxy)quinazolin-4-yl)(3-ethynylphenyl)amino)methyl)phenyl)carbamoyl)-L-glutamate